OCC1CN(C1)C1CN(C1)C(=O)OC(C)(C)C tert-butyl 3-(hydroxymethyl)-[1,3'-biazetidine]-1'-carboxylate